OCCOC1=CC=C(C(=O)C2=CC=CC=C2)C=C1 4-(2-hydroxyethoxy)benzophenone